hexyl isobutyrate C(C(C)C)(=O)OCCCCCC